(R)-4-(3-(2,4-Difluoro-3-hydroxy-5-(trifluoromethyl)phenyl)-1-methyl-1H-pyrazolo[4,3-c]pyridin-6-yl)-3-methyl-N-phenylpiperazine-1-carboxamide FC1=C(C=C(C(=C1O)F)C(F)(F)F)C1=NN(C2=C1C=NC(=C2)N2[C@@H](CN(CC2)C(=O)NC2=CC=CC=C2)C)C